BrC1=C(C=C2C(=C(C(=NC2=C1F)Cl)C=O)N[C@@H]1C[C@H](N(CC1)C(=O)OC(C)(C)C)CCO[Si](C)(C)C(C)(C)C)Cl tert-butyl (2S,4S)-4-((7-bromo-2,6-dichloro-8-fluoro-3-formylquinolin-4-yl)amino)-2-(2-((tert-butyldimethylsilyl)oxy)ethyl)piperidine-1-carboxylate